(S)-2,2-difluoro-5-oxotetrahydro-1H-pyrrolizin FC1(C[C@@H]2CCC(N2C1)=O)F